C(C(C)(C)C)C1C(C2=CC(=C(C(=C2C1)C1=CC(=CC(=C1)C)C)OC)C(C)(C)C)=O 2-neopentyl-4-(3,5-dimethylphenyl)-5-methoxy-6-tert-butylindan-1-one